3-(((5-chloro-2-((1-methylcyclopropane-1-carboxamido)methyl)-1H-indol-6-yl)oxy)methyl)phenyl acetate C(C)(=O)OC1=CC(=CC=C1)COC1=C(C=C2C=C(NC2=C1)CNC(=O)C1(CC1)C)Cl